tert-butyl N-[(1S)-1-[[(1S)-2-[4-[(2-amino-5-cyclopentyl-3-fluoro-pyridin-1-ium-1-yl)methyl]anilino]-1-methyl-2-oxo-ethyl]carbamoyl]-2-methyl-propyl]carbamate NC1=[N+](C=C(C=C1F)C1CCCC1)CC1=CC=C(NC([C@H](C)NC(=O)[C@H](C(C)C)NC(OC(C)(C)C)=O)=O)C=C1